OCCC[C@H]1CC[C@H]2[C@@H]3C=CC4=CC(CC[C@]4(C)[C@H]3CC[C@]12C)=O (20S)-hydroxymethyl-pregn-4,6-dien-3-one